ClC1=CC=C(CNC2=C(C(=NO2)CC)C(=O)N)C=C1 5-((4-chlorobenzyl)amino)-3-ethylisoxazole-4-carboxamide